CC1(OC[C@H]2[C@H]1OC=1C(=N2)C=C2C(N1)=NC=C2)C (5aS,8aR)-8,8-dimethyl-5a,6,8,8a-tetrahydrofuro[3,4-b]pyrrolo[3',2':5,6]pyrido[3,2-e][1,4]oxazin